N(=[N+]=[N-])C(C)C1=CC=C(C=N1)N1C[C@@H](CCC1)N(C(OC(C)(C)C)=O)CC1CCC1 tert-butyl N-[(3R)-1-[6-(1-azidoethyl)-3-pyridyl]-3-piperidyl]-N-(cyclobutylmethyl)carbamate